N-(4-(dimethylamino)phenethyl)-5-fluoro-2-(4-((5-(4-(phenoxymethyl)phenyl)pyridin-2-yl)oxy)piperidine-1-carbonyl)benzamide CN(C1=CC=C(CCNC(C2=C(C=CC(=C2)F)C(=O)N2CCC(CC2)OC2=NC=C(C=C2)C2=CC=C(C=C2)COC2=CC=CC=C2)=O)C=C1)C